2-[(diphenylmethylidene)amino]-6-fluoro-N-phenylhexanamide C1(=CC=CC=C1)C(C1=CC=CC=C1)=NC(C(=O)NC1=CC=CC=C1)CCCCF